1-(2-oxo-2-(pyrrolidin-1-yl)ethyl)piperidine O=C(CN1CCCCC1)N1CCCC1